1-[4-(8-Oxa-3-aza-bicyclo[3.2.1]octane-3-sulfonyl)-phenyl]-3-pyridin-2-ylmethyl-urea C12CN(CC(CC1)O2)S(=O)(=O)C2=CC=C(C=C2)NC(=O)NCC2=NC=CC=C2